2-(4-(2,7-diazaspiro[3.5]nonan-2-yl)pyrimidin-5-yloxy)-N-ethyl-5-fluoro-N-isopropylbenzamide C1N(CC12CCNCC2)C2=NC=NC=C2OC2=C(C(=O)N(C(C)C)CC)C=C(C=C2)F